(Z)-9-Oxabicyclo[6.1.0]non-2-ene C12\C=C/CCCCC2O1